S1C=NC2=C1C=C(C=C2)C2=CC=NC(N2[C@@H](C)C2=CC(=CC=C2)C=2C=NC(=NC2)Cl)C 6-(1,3-benzothiazol-6-yl)-N-[(1S)-1-[3-(2-chloropyrimidin-5-yl)phenyl]ethyl]-2-methylpyrimidin